tert-butyl((4-isocyanatonaphthalen-1-yl)oxy)dimethylsilane C(C)(C)(C)[Si](C)(C)OC1=CC=C(C2=CC=CC=C12)N=C=O